CCON(C(O)=O)C1=C(C=CC=C1)COC1=NN(C(=C1C)C1=CC=CC=C1)C.SC1=NC=2N=C(NC(C2N1)=O)N 8-(sulfanyl)guanine methyl-N-[2-[(1,4-dimethyl-5-phenyl-pyrazol-3-yl)oxylmethyl]phenyl]-N-methoxy-carbamate